(2,2-difluorocyclohexyl)-6-(1-ethoxyvinyl)-2-(4-methylthiazol-2-yl)pyrimidin-4-amine FC1(C(CCCC1)C=1C(=NC(=NC1C(=C)OCC)C=1SC=C(N1)C)N)F